ClC1=NN(C=2N=CC=C(C21)NCC2=CC=C(C=C2)SC)CC#C[Si](C)(C)C 3-chloro-N-(4-(methylthio)benzyl)-1-(3-(trimethylsilyl)prop-2-yn-1-yl)-1H-pyrazolo[3,4-b]pyridine-4-amine